CN(C1CCN(CC1)C1=CC(=C(C=C1)NC(=O)C=1C=CC=2C=C3N([C@@H](CNC3=O)C)C2N1)S(N)(=O)=O)C (R)-N-(4-(4-(dimethylamino)piperidin-1-yl)-2-sulfamoylphenyl)-9-methyl-6-oxo-6,7,8,9-tetrahydropyrido[3',2':4,5]pyrrolo[1,2-a]pyrazine-2-carboxamide